C(C)N(C1=CC=C(C=C1)C1=NC(=NC(=N1)N1N=C(C=C1C)C)N1N=C(C=C1C)C)CC N,N-diethyl-4-{[4,6-bis(3,5-dimethyl-1H-pyrazol-1-yl)-1,3,5-triazin-2-yl]}aniline